C(CCCCCCCCCCCCCCC)[Si](OCCOC)(OCCOC)CCCCCCCCCCCCCCCC dihexadecyl-bis-(2-methoxyethoxy)silane